methyl-3'-oxo-5'-phenyltetrahydro-3'h-spiro[piperidine-4,2'-pyrrolo[2,1-b]oxazole]-1-carboxylic acid tert-butyl ester C(C)(C)(C)OC(=O)N1CCC2(C(N3C(O2)CCC3(C3=CC=CC=C3)C)=O)CC1